(R)-1-(3-(1H-pyrazol-4-yl)imidazo[1,2-b]pyridazin-6-yl)-N-(4-((4-methylpiperazin-1-yl)methyl)-3-(trifluoromethyl)phenyl)pyrrolidine-3-carboxamide N1N=CC(=C1)C1=CN=C2N1N=C(C=C2)N2C[C@@H](CC2)C(=O)NC2=CC(=C(C=C2)CN2CCN(CC2)C)C(F)(F)F